1-[(pyrazolo[1,5-a]pyrimidin-3-yl)methyl]-2'-(quinolin-3-yl)-5',6'-dihydrospiro[azetidine-3,4'-pyrrolo[1,2-b]pyrazole] N1=CC(=C2N1C=CC=N2)CN2CC1(CCN3N=C(C=C31)C=3C=NC1=CC=CC=C1C3)C2